8-Oxa-2-aza-spiro[4.5]decane-2-carboxylic acid (7-furan-2-yl-4-methoxy-thiazolo[4,5-c]pyridin-2-yl)-amide O1C(=CC=C1)C=1C2=C(C(=NC1)OC)N=C(S2)NC(=O)N2CC1(CC2)CCOCC1